3-(6-(piperidin-4-yl)pyridin-2-yl)pyrazolo[1,5-a]pyridine N1CCC(CC1)C1=CC=CC(=N1)C=1C=NN2C1C=CC=C2